C(C)=C1C2C=CC(C1)C2 5-ethylidene(2-norbornene)